FC=1C=C(CN2C(=NC3=C2C=CC=C3)C3CCN(CC3)CC=3C=C2C=NN(C2=CC3)C3=CC(=CC=C3)F)C=CC1 5-((4-(1-(3-fluorobenzyl)-1H-benzo[d]imidazol-2-yl)piperidin-1-yl)methyl)-1-(3-fluorophenyl)-1H-indazole